C(C)NC(COC1=C(C=C(C=C1)C=O)[N+](=O)[O-])=O N-ETHYL-2-(4-FORMYL-2-NITROPHENOXY)ACETAMIDE